C(C)O[Si](C(CCN1C(N(C(N(C1=O)CCC(C)[Si](OCC)(OCC)OCC)=O)CCC(C)[Si](OCC)(OCC)OCC)=O)C)(OCC)OCC 1,3,5-tris[3-(triethoxysilyl)butyl]-1,3,5-triazine-2,4,6(1H,3H,5H)-trione